3-((1R,2S)-1,2-dimethylcyclopropyl)phenol C[C@@]1([C@H](C1)C)C=1C=C(C=CC1)O